1-[2-[bis(4-fluorophenyl)methoxy]ethyl]-4-[3-phenylpropyl]piperazine dihydrochloride Cl.Cl.FC1=CC=C(C=C1)C(OCCN1CCN(CC1)CCCC1=CC=CC=C1)C1=CC=C(C=C1)F